CN1N=C(C=C1C(F)(F)F)CN1C2=C(C=3C1=NC=CC3)CCN(C2)C(=O)OC(C)(C)C 2-Methyl-2-propanyl 9-{[1-methyl-5-(trifluoromethyl)-1H-pyrazol-3-yl]methyl}-5,6,8,9-tetrahydro-7H-pyrido[4',3':4,5]pyrrolo[2,3-b]pyridine-7-carboxylate